(6R,7aS)-6-(2,3-dichloro-6-methoxyphenyl)-2-hydroxy-hexahydropyrrolizin-3-one ClC1=C(C(=CC=C1Cl)OC)[C@@H]1CN2C(C(C[C@@H]2C1)O)=O